8-(4-fluorophenyl)-2-sulfanyl-7-(1-{[2-(trimethylsilyl)ethoxy]methyl}imidazol-4-yl)-3H-pyrazolo[1,5-a][1,3,5]triazin-4-one FC1=CC=C(C=C1)C=1C(=NN2C1N=C(NC2=O)S)C=2N=CN(C2)COCC[Si](C)(C)C